ClC1=CC=CC(=N1)N1C(CCC1)=O 1-(6-chloropyridin-2-yl)pyrrolidin-2-one